BrC1=C(C=CC=C1)C1CCOC=C1 4-(2-bromophenyl)-3,4-dihydropyran